2-(3-(1-acryloylindolin-5-yl)phenyl)-N-(5-methylthiazol-2-yl)propanamide C(C=C)(=O)N1CCC2=CC(=CC=C12)C=1C=C(C=CC1)C(C(=O)NC=1SC(=CN1)C)C